pyrrolidine dithioformate ammonium copper [Cu].[NH4+].C(=S)[S-].N1CCCC1